methyl (S)-2-(2-(1H-pyrazol-1-yl)ethyl)-7-methyl-3-(3-(methylsulfonyl)propyl)-3,7,8,9-tetrahydro-6H-imidazo[4,5-f]quinoline-6-carboxylate N1(N=CC=C1)CCC=1N(C=2C(=C3CC[C@@H](N(C3=CC2)C(=O)OC)C)N1)CCCS(=O)(=O)C